FC(C1=CC=C(C(=O)N2CC=3NC4=CC=CC=C4C3CC2)C=C1)(F)F 2-(4-Trifluoromethyl-benzoyl)-2,3,4,9-tetrahydro-1H-β-carboline